(6S)-N-(2-amino-4-((4-(trifluoromethyl)benzyl)amino)phenyl)-6,7-difluoroheptanamide NC1=C(C=CC(=C1)NCC1=CC=C(C=C1)C(F)(F)F)NC(CCCC[C@@H](CF)F)=O